propyl benzodithioate C(C1=CC=CC=C1)(=S)SCCC